COC=1C=CC2=C(N=NN(C2=O)CC(=O)N[C@@H](C)C2=CC=C(C=C2)C(F)(F)F)C1 (S)-2-(7-methoxy-4-oxo-benzo[d][1,2,3]triazin-3(4H)-yl)-N-(1-(4-(trifluoromethyl)phenyl)ethyl)acetamide